Ethyl-1-phenyl-1H-pyrazol-3-carboxylat C(C)OC(=O)C1=NN(C=C1)C1=CC=CC=C1